(1R,3S)-3-(6-Amino-5-(4-phenoxyphenyl)-pyrimidin-4-ylamino)-cyclohexanecarboxylic acid methoxy-methyl-amide CON(C(=O)[C@H]1C[C@H](CCC1)NC1=NC=NC(=C1C1=CC=C(C=C1)OC1=CC=CC=C1)N)C